C(CCCCC)C=1C=C(C=2[C@H]3[C@H](C(OC2C1)=C)CCC(=C3)C)O (6Ar,10aR)-3-hexyl-9-methyl-6-methylidene-6a,7,8,10a-tetrahydrobenzo[c]chromen-1-ol